tert-butyl (S)-6-(5-fluoro-3-oxo-3,4-dihydrospiro[benzo[b][1,4]oxazine-2,1'-cyclopropan]-7-yl)-3-methyl-3,4-dihydropyridine-1(2H)-carboxylate FC1=CC(=CC=2OC3(CC3)C(NC21)=O)C2=CC[C@@H](CN2C(=O)OC(C)(C)C)C